OC1=C(C=C(C=C1)C1(C2=CC=CC=C2C=2C=CC=CC12)C1=CC(=C(C=C1)O)C(C)CC)C(C)CC 9,9-bis(4-hydroxy-3-sec-butylphenyl)fluorene